FC1=C(C(=CC=C1C)F)CN(C(=O)NCC1=CC=C(C=C1)OC(C)C)C1CCN(CC1)C 1-[(2,6-difluoro-3-methylphenyl)methyl]-1-(1-methylpiperidin-4-yl)-3-{[4-(propane-2-yloxy)phenyl]methyl}urea